5-(3-(2-(4,4-Difluorocyclohexyl)ethynyl)phenoxy)-1H-1,2,3-triazole-4-carboxylic acid FC1(CCC(CC1)C#CC=1C=C(OC2=C(N=NN2)C(=O)O)C=CC1)F